NC/C(/CN1N=CN(C1=O)C=1N=CC(=NC1)C1=CC(=NC=C1)NC(C)=O)=C\F N-[4-(5-{1-[(2E)-2-(aminomethyl)-3-fluoroprop-2-en-1-yl]-5-oxo-1,5-dihydro-4H-1,2,4-triazol-4-yl}pyrazin-2-yl)pyridin-2-yl]acetamide